5-(3-nitrophenyl)-1H-thiophene [N+](=O)([O-])C=1C=C(C=CC1)C1=CC=CS1